COC1=CC=C(C2=C1NC(=N2)NC(C2=CN=C(C=C2)N2CCOCC2)=O)C2CCOCC2 N-[7-Methoxy-4-(tetrahydro-pyran-4-yl)-1H-benzoimidazol-2-yl]-6-morpholin-4-yl-nicotinamide